(3R,8R,9S,10R,13S,14S)-10,13-dimethyl-17-(pyridin-3-yl)-2,3,4,7,8,9,10,11,12,13,14,15-dodecahydro-1H-cyclopenta[a]phenanthren-3-yl 9-(hydroxyamino)-9-oxononanoate ONC(CCCCCCCC(=O)O[C@@H]1CC[C@@]2([C@H]3CC[C@@]4(C(=CC[C@H]4[C@@H]3CC=C2C1)C=1C=NC=CC1)C)C)=O